2-(3,5-dichlorophenyl)-4,4,5,5-tetramethyl-1,3,2-dioxaborolane ClC=1C=C(C=C(C1)Cl)B1OC(C(O1)(C)C)(C)C